ClC1=CC(=C2C(=NC=NN21)N2CC1(C2)CC(C1)N(S(=O)=O)NCC)C N-(2-(7-chloro-5-methylpyrrolo[2,1-f][1,2,4]triazin-4-yl)-2-azaspiro[3.3]heptan-6-yl)-N-ethylaminosulfonic acid amide